O[C@@H]1C[C@H](N(C1)C(C(C(C)C)C1=CC(=NO1)OC)=O)C=1NC(=CN1)CC1=CC(=CC=C1)OC 1-[(2S,4R)-4-hydroxy-2-[5-[(3-methoxyphenyl)methyl]-1H-imidazol-2-yl]pyrrolidin-1-yl]-2-(3-methoxy-1,2-oxazol-5-yl)-3-methylbutan-1-one